CC1=CC(=O)OC(=C1)CCCCCCCCC2=CC(=CC(=O)O2)C bispyrone